4-[[5-[(1-methyl-4-piperidyl)oxy]-2-nitro-3-pyridyl]amino]piperidine-1-carboxylate CN1CCC(CC1)OC=1C=C(C(=NC1)[N+](=O)[O-])NC1CCN(CC1)C(=O)[O-]